cis-(rac)-ethyl 2-(6-(2-carbamoyl-6-(trifluoromethoxy)-1H-indol-1-yl)pyridin-2-yl)cyclopropane-1-carboxylate C(N)(=O)C=1N(C2=CC(=CC=C2C1)OC(F)(F)F)C1=CC=CC(=N1)[C@@H]1[C@@H](C1)C(=O)OCC |r|